(1S,2S)-1-(2-chlorophenyl)-1-(1-(oxetan-3-ylmethyl)-1H-pyrazol-4-yl)propan ClC1=C(C=CC=C1)[C@@H](CC)C=1C=NN(C1)CC1COC1